CN1N=NC(=C1C=1C=2C(N=CC1)=C1C(C(N2)C(C2CCOCC2)C2=CC=CC=C2)=C(NN1C)C(=O)Cl)C 6-(1,4-Dimethyl-1H-1,2,3-triazol-5-yl)-1-methyl-4-(phenyl-(tetrahydro-2H-pyran-4-yl)methyl)-1,4-dihydropyrazolo[3',4':4,5]pyrido[3,2-b]pyridine-3-carbonylchloride